FC=1C=C(C=CC1F)C(C(=O)N)C1CCC(CC1)CCC 3,4-Difluorophenyl-2-(4-propylcyclohexyl)acetamide